N1=NN(C2=NC=CC=C21)C2=CC(=C(C(=O)N([C@H]1CNCCC1)C1=NC=CC3=CC=C(C=C13)C=CC(=O)N)C=C2)F (R)-4-(3H-[1,2,3]triazolo[4,5-b]pyridin-3-yl)-N-(7-(3-amino-3-oxoprop-1-en-1-yl)isoquinolin-1-yl)-2-fluoro-N-(piperidin-3-yl)benzamide